2-acetyl-3,5-dihydroxy-6-methyl-4-{[5,7-dimethoxy-2,2-dimethyl-8-(1-oxo-3-phenylprop-2-enyl)-2H-chromen-6-yl]methyl}phenolate C(C)(=O)C1=C(C(=C(C(=C1O)CC=1C(=C2C=CC(OC2=C(C1OC)C(C=CC1=CC=CC=C1)=O)(C)C)OC)O)C)[O-]